1-[(4-amino-1-methyl-cyclohexyl)methyl]-5,5-dimethyl-3-(2-trimethylsilylethoxymethyl)imidazolidine-2,4-dione NC1CCC(CC1)(C)CN1C(N(C(C1(C)C)=O)COCC[Si](C)(C)C)=O